4-(((R)-1-(3-(1,1-difluoro-2-hydroxy-2-methylpropyl)-2-fluorophenyl)ethyl)amino)-2,6,8-trimethyl-7-oxo-7,8-dihydro-6H-pyrrolo[2,3-g]quinazoline-8-carboxylic acid methyl ester COC(=O)C1(C(N(C=2C=C3C(=NC(=NC3=CC21)C)N[C@H](C)C2=C(C(=CC=C2)C(C(C)(C)O)(F)F)F)C)=O)C